C(C=C)(=O)NC1=C(C(=O)NC2=CC(=NN2)CCC2=CC(=CC(=C2)OC)OC)C=CC(=C1)C(F)(F)F 2-acrylamido-N-(3-(3,5-dimethoxyphenethyl)-1H-pyrazol-5-yl)-4-(trifluoromethyl)benzamide